7-(1,1-difluoropropan-2-yl)-5-fluoro-2-(((3S,4R)-3-hydroxytetrahydro-2H-pyran-4-yl)amino)pyrrolo[2,1-f][1,2,4]triazine-6-carbonitrile FC(C(C)C1=C(C(=C2C=NC(=NN21)N[C@H]2[C@@H](COCC2)O)F)C#N)F